CN1C2=C(N(C(C1=O)=O)C1CCN(CC1)C1=NC=C(C=N1)C#N)N=CC(=C2)C2=CC=CC=C2 2-(4-(1-methyl-2,3-dioxo-7-phenyl-2,3-dihydropyrido[2,3-b]pyrazin-4(1H)-yl)piperidin-1-yl)pyrimidine-5-carbonitrile